FC=1C=C(C=NC1)C[C@@H]1CC[C@H](CC1)C(=O)OC methyl trans-4-[(5-fluoro-3-pyridyl)methyl]cyclohexanecarboxylate